COC(=O)[C@@H]1[C@H](C1)C1=C(C(N(C(=C1)C)C1=CC(=NC=C1C)Cl)=O)Cl.CC1(OC2=C(C=C1)C=C(C=C2)NC(\C=C\C2=CC1=C(OCO1)C=C2)=O)C (E)-N-(2,2-dimethyl-2H-benzopyran-6-yl)-3-(1,3-benzodioxol-5-yl)acrylamide methyl-(1S,2S)-2-(2',3-dichloro-5',6-dimethyl-2-oxo-2H-[1,4'-bipyridin]-4-yl)cyclopropane-1-carboxylate